Tert-butyl(7-((5-(4-methoxyphenyl) thiazol-2-yl)amino)-7-oxoheptyl)carbamate C(C)(C)(C)OC(NCCCCCCC(=O)NC=1SC(=CN1)C1=CC=C(C=C1)OC)=O